Cl.C(C)S(=O)(=O)C=1C=CC(=NC1)CN (5-(ethylsulfonyl)-pyridin-2-yl)methylamine hydrochloride